racemic-α-phenylethylamine C1(=CC=CC=C1)[C@@H](C)N |r|